O=C1NCC[C@H]1CNC([O-])=S (((S)-2-oxopyrrolidin-3-yl)methyl)carbamothioate